C(#C)C=1SC=C(N1)C(=O)O 2-ethynylthiazole-4-carboxylic acid